C1(=CC=CC=C1)C(=C)C1=CC=CC=C1 2,2-diphenylethylene